COC(=O)C1(CCCCC1)N1N=C2C(=CC(=CC2=C1)Br)F (5-bromo-7-fluoro-indazol-2-yl)cyclohexanecarboxylic acid methyl ester